(3R,4R)-4-fluoro-1-(6-fluoro-1-((5-methyl-1,3,4-thiadiazol-2-yl)methyl)-1H-benzo[d]imidazol-2-yl)piperidin-3-amine F[C@H]1[C@@H](CN(CC1)C1=NC2=C(N1CC=1SC(=NN1)C)C=C(C=C2)F)N